oxaininohydrazide O1C(C=CC=C1)C(=O)NN